2-(cyclopropylamino)-N-[4-(2-phenylethynyl)phenyl]acetamide C1(CC1)NCC(=O)NC1=CC=C(C=C1)C#CC1=CC=CC=C1